hydroxy-3-[1-methyl-5-(trifluoromethyl)pyrazol-3-yl]benzonitrile OC1=C(C#N)C=CC=C1C1=NN(C(=C1)C(F)(F)F)C